CC=1C=NN(C1C1CCN(CC1)C1=CC(=NC(=N1)C(F)(F)F)C1CC(C1)=O)C1COC1 3-(6-(4-(4-methyl-1-(oxetan-3-yl)-1H-pyrazol-5-yl)piperidin-1-yl)-2-(trifluoromethyl)pyrimidin-4-yl)cyclobutan-1-one